3,5-difluoro-4-(4-(7-isopropoxy-3-methyl-3H-[1,2,3]triazolo[4,5-d]pyrimidin-5-yl)piperazin-1-yl)phenol FC=1C=C(C=C(C1N1CCN(CC1)C=1N=C(C2=C(N1)N(N=N2)C)OC(C)C)F)O